[4-[5-amino-2-(3-cyanophenyl)pyrazolo[1,5-a]pyrimidin-3-yl]-6-methyl-2-pyridinyl]acetamide NC1=NC=2N(C=C1)N=C(C2C2=CC(=NC(=C2)C)CC(=O)N)C2=CC(=CC=C2)C#N